Difluorobenzyl cyanide FC(C1=CC=CC=C1)(F)C#N